N[C@@H](C(=O)N1CC(C1)OC1=C(C2=C([C@H]3[C@@H](B(O2)O)C3)C=C1)C(=O)O)C=1N=CNC1 (1aS,7bR)-5-({1-[(2R)-2-amino-2-(1H-imidazol-4-yl)acetyl]azetidin-3-yl}oxy)-2-hydroxy-1,1a,2,7b-tetrahydrocyclopropa[c][1,2]benzoxaborinine-4-carboxylic acid